5-cyclopropyloxy-7-fluoroindole C1(CC1)OC=1C=C2C=CNC2=C(C1)F